calcium phthaloyl-beta-alanine C(C=1C(C(=O)O)=CC=CC1)(=O)NCCC(=O)O.[Ca]